C(C)(C)C=1C=2N(N=CC1C(=O)N)C(=C(N2)C)C2=CCC(CC2)C(F)(F)F 8-isopropyl-2-methyl-3-[4-(trifluoromethyl)cyclohex-1-en-1-yl]Imidazo[1,2-b]Pyridazine-7-carboxamide